[N+](=O)([O-])C1=C(C=CC(=C1)[N+](=O)[O-])NN=CC1=CC=CC=C1 benzaldehyde-2,4-dinitrophenylhydrazone